4-(2-[3-[3-(4-chlorophenyl)-4-phenyl-4,5-dihydropyrazol-1-yl]-4-methyl-5-oxo-1,2,4-triazol-1-yl]ethyl)benzoic acid ClC1=CC=C(C=C1)C1=NN(CC1C1=CC=CC=C1)C1=NN(C(N1C)=O)CCC1=CC=C(C(=O)O)C=C1